2-chloro-5-{[(cyclopropylcarbonyl)amino]methyl}-N-[1-(4-methylphenyl)-1H-indazol-4-yl]benzamide ClC1=C(C(=O)NC2=C3C=NN(C3=CC=C2)C2=CC=C(C=C2)C)C=C(C=C1)CNC(=O)C1CC1